bis-(2-hydroxy ethyl) terephthalate C(C1=CC=C(C(=O)OCCO)C=C1)(=O)OCCO